C(C)(C)(C)OC(=O)N1C(CNCC1)C1=CC(=CC=C1)CN1C(=NC2=C1C=CC=C2)C=2SC=CC2 (3-((2-(2-thienyl)-1H-benzimidazol-1-yl)methyl)phenyl)piperazine-1-carboxylic acid tert-butyl ester